5,10-bis(1-naphthyl)-5,10-dihydrophenazine C1(=CC=CC2=CC=CC=C12)N1C=2C=CC=CC2N(C2=CC=CC=C12)C1=CC=CC2=CC=CC=C12